[Si](C1=CC=CC=C1)(C1=CC=CC=C1)(C(C)(C)C)OC[C@@H]1N([C@H](C2=CC=C(C(=C2C1)CCC(C)(C)O)F)C)C(CC1=C(C=CC=C1F)Cl)=O 1-((1S,3R)-3-(((tert-butyldiphenylsilyl)oxy)methyl)-6-fluoro-5-(3-hydroxy-3-methylbutyl)-1-methyl-3,4-dihydroisoquinolin-2(1H)-yl)-2-(2-chloro-6-fluorophenyl)ethan-1-one